N1C(=NC2=C1C=CC=C2)C2=CC=CC=N2 6-(1H-benzo[d]imidazol-2-yl)pyridine